COC=1C=C(C=CC1OC)C=1NC2=CC=C(C=C2C1C(C)C)C1CCN(CC1)C(CN1C[C@H](CCC1)C(=O)N1CCC(CC1)CCO)=O (S)-1-(4-(2-(3,4-dimethoxyphenyl)-3-isopropyl-1H-indol-5-yl)piperidin-1-yl)-2-(3-(4-(2-hydroxyethyl)piperidine-1-carbonyl)piperidin-1-yl)ethan-1-one